{1-[4-(6-cyclopropylmethoxy-pyrazin-2-yl)-2,6-difluoro-phenyl]-pyrrolidin-3-yl}-acetic acid ethyl ester C(C)OC(CC1CN(CC1)C1=C(C=C(C=C1F)C1=NC(=CN=C1)OCC1CC1)F)=O